CC1=CC=C(C=C1)S(=O)(=O)NCC(=O)O (p-toluenesulfonyl)-glycine